2-(benzo[d]oxazol-2-ylamino)-4-(2-chlorophenyl)-6-phenyl-1,4,6,7-tetrahydro-5H-pyrrolo[3,4-d]pyrimidin-5-one O1C(=NC2=C1C=CC=C2)NC2=NC(C1=C(N2)CN(C1=O)C1=CC=CC=C1)C1=C(C=CC=C1)Cl